C/C(=C\\CC/C(=C/CC1C(=CC(=O)O1)CO)/CO)/CC[C@@H]2[C@@](CCCC2(C)C)(C)O The molecule is a sesterterpenoid isolated from the marine sponge Aplysinopsis digitata that exhibits cytotoxicity against P388 mouse leukemia cells. It has a role as a metabolite and an antineoplastic agent. It is a sesterterpenoid, a primary alcohol, a tertiary alcohol and a butenolide.